FC(C1=NN=C(O1)C1=CC(=C(CN(C(=S)N2CC3(C2)CN(C3)C)C3=CC=CC=C3)C=C1)F)F N-(4-(5-(difluoromethyl)-1,3,4-oxadiazol-2-yl)-2-fluorobenzyl)-6-methyl-N-phenyl-2,6-diazaspiro[3.3]heptane-2-thioamide